FC([C@H](C1=CN(C2=CC(=CC=C12)C1=NC=CN=C1C(F)(F)F)CC(C)(C)C)NS(=O)(=O)C1CC1)F (S)-N-(2,2-difluoro-1-(1-neopentyl-6-(3-(trifluoromethyl)pyrazin-2-yl)-1H-indol-3-yl)ethyl)cyclopropanesulfonamide